1-(1H-benzo[d]imidazol-5-yl)-5-(2,3-dichlorophenyl)-3-hydroxy-4-methyl-1H-pyrrol-2(5H)-one N1C=NC2=C1C=CC(=C2)N2C(C(=C(C2C2=C(C(=CC=C2)Cl)Cl)C)O)=O